ClC=1C(=NC=CC1)C(=O)N1CC(CC1)C1=C(C(=O)N)C=C(C=C1)OC1=C(C=CC=C1)CC 2-(1-(3-chloropicolinoyl)pyrrolidin-3-yl)-5-(2-ethylphenoxy)benzamide